C1(CC1)C(C=1C(=C(C(=C2C=NNC12)C=1N=CC=2N(C1)C=C(N2)NC(=O)[C@H]2[C@H](C2)F)C)F)N2C(C1=CC=CC=C1C2=O)=O (1S,2S)-N-(6-(7-(cyclopropyl(1,3-dioxoisoindolin-2-yl)methyl)-6-fluoro-5-methyl-1H-indazol-4-yl)imidazo[1,2-a]pyrazin-2-yl)-2-fluorocyclopropane-1-carboxamid